C12(CC3CC(CC(C1)C3)C2)NCC2=CC=C(CNC3=C1C(N(C(=NC1=CC=C3)C)C3C(NC(CC3)=O)=O)=O)C=C2 3-(5-((4-(((1R,3R,5S)-adamantan-1-ylamino)methyl)benzyl)amino)-2-methyl-4-oxoquinazolin-3(4H)-yl)piperidine-2,6-dione